N(=[N+]=[N-])CC(C(=O)NC1=C(C(=CC=C1)Cl)C#N)([Se]C1=CC=CC=C1)C 3-azido-N-(3-chloro-2-cyanophenyl)-2-methyl-2-(phenylseleno)propanamide